1,3,5-tris(3-mercaptobutyryloxyethyl)-1,3,5-triazin-2,4,6(1H,3H,5H)-trione SC(CC(=O)OCCN1C(N(C(N(C1=O)CCOC(CC(C)S)=O)=O)CCOC(CC(C)S)=O)=O)C